trans-3-(difluoromethyl)pyrrolidine-1,2-dicarboxylic acid 1-benzyl ester 2-methyl ester COC(=O)[C@@H]1N(CC[C@H]1C(F)F)C(=O)OCC1=CC=CC=C1